(E)-3-(3-(thiophen-2-yl)phenyl)acrylic acid S1C(=CC=C1)C=1C=C(C=CC1)/C=C/C(=O)O